ClC1=C(C(=O)NCC2=NOC(C2)(C(=O)N[C@@H](CC(C)C)B(O)O)C(C)C)C=C(C=C1)Cl ((1R)-1-(3-((2,5-dichlorobenzamido)methyl)-5-isopropyl-4,5-dihydroisoxazole-5-carboxamido)-3-Methylbutyl)boronic acid